C1(=C(C=CC=C1)C#CC1=NNC2=CC=C(C=C12)C(=O)N1CCCCC1)C1=CC=CC=C1 1-(3-([1,1'-Biphenyl]-2-ylethynyl)-1H-indazole-5-carbonyl)piperidin